OC1C(CCCC1)N1N=CC(=C1)C=1C(=CC(N(C1)C)=O)C1=CC=CC=C1 5-(1-(2-hydroxycyclohexyl)-1H-pyrazol-4-yl)-1-methyl-4-phenylpyridin-2(1H)-one